ClC=1C=C(C(=O)N[C@@H](C)C2=NC=NN2C2=NC=C(C=C2)N=S(=O)(C)CC)C=C(C1)F 3-chloro-N-((1S)-1-(1-(5-((ethyl(methyl)(oxo)-λ6-sulfaneylidene)amino)pyridin-2-yl)-1H-1,2,4-triazol-5-yl)ethyl)-5-fluorobenzamide